COC1=C(C(=CC=C1)OC)C1=CNC2=NC(=CC=C21)NC(=O)[C@@H]2[C@H](C2)CN2CCN(CC2)C (1S,2S)-N-(3-(2,6-dimethoxyphenyl)-1H-pyrrolo[2,3-b]pyridin-6-yl)-2-((4-methylpiperazin-1-yl)methyl)cyclopropane-1-carboxamide